ClC=1C=NC(=NC1)NC1CCN(CC1)S(=O)(=O)C=1C=C(C=CC1)N1CCC(CC1)CN1CCN(CC1)C=1C=C2C(N(C(C2=CC1F)=O)C1C(NC(CC1)=O)=O)=O 5-(4-((1-(3-((4-((5-chloropyrimidin-2-yl)amino)piperidin-1-yl)sulfonyl)phenyl)-piperidin-4-yl)methyl)piperazin-1-yl)-2-(2,6-dioxopiperidin-3-yl)-6-fluoroisoindoline-1,3-dione